2-[(4-hydroxypiperidine-1-carbonyl)amino]-4-[2-phenoxyethyl-[4-(5,6,7,8-tetrahydro-1,8-naphthyridin-2-yl)butyl]amino]butanoic acid OC1CCN(CC1)C(=O)NC(C(=O)O)CCN(CCCCC1=NC=2NCCCC2C=C1)CCOC1=CC=CC=C1